COC1=CC=C2C(=N1)CC1(CCN(CC1)C(=O)OC(C)(C)C)C2=O tert-butyl 2-methoxy-5-oxo-5,7-dihydrospiro[cyclopenta[b]pyridine-6,4'-piperidine]-1'-carboxylate